N-{2-[(5-iodo-2-{[4-(4-methylpiperazin-1-yl)phenyl]amino}pyrimidin-4-yl)amino]phenyl}prop-2-enamide IC=1C(=NC(=NC1)NC1=CC=C(C=C1)N1CCN(CC1)C)NC1=C(C=CC=C1)NC(C=C)=O